3-[(2E)-3,7-dimethylocta-2,6-dien-1-yl]-2,4-dihydroxy-6-undecanylbenzoic acid C\C(=C/CC=1C(=C(C(=O)O)C(=CC1O)CCCCCCCCCCC)O)\CCC=C(C)C